N-(4-trifluoromethylphenyl)acrylamide FC(C1=CC=C(C=C1)NC(C=C)=O)(F)F